C(C)(=O)OCC1N(CCN(C1)C(C)=O)C(=O)OC(C)(C)C tert-butyl 2-(acetoxymethyl)-4-acetylpiperazine-1-carboxylate